N1=CC(=CC2=CC=CC=C12)[C@H](CC(=O)O)N1N=C2C=C(C=CC2=C1)CCC1NC2=NC=CC=C2CC1 (3S)-3-(quinolin-3-yl)-3-(6-(2-(1,2,3,4-tetrahydro-1,8-naphthyridin-2-yl)-ethyl)-2H-indazol-2-yl)propionic acid